tert-Butyl-1-formyl-4-(((5-oxo-1,2,3,5-tetrahydroindolizin-7-yl)oxy)methyl)-2-azabicyclo[2.1.1]hexane C(C)(C)(C)N1C2(CC(C1)(C2)COC2=CC(N1CCCC1=C2)=O)C=O